tert-butyl 4-(7-bromo-5-chloro-pyrazolo[4,3-b]pyridin-2-yl)piperidine-1-carboxylate BrC=1C=2C(N=C(C1)Cl)=CN(N2)C2CCN(CC2)C(=O)OC(C)(C)C